NC=1N=C(C2=C(N1)C=CC=N2)N[C@]2([C@@H](C2)CCOCC)CO ((1R,2S)-1-((2-aminopyrido[3,2-d]pyrimidin-4-yl)amino)-2-(2-ethoxyethyl)cyclopropyl)methanol